CN1C(C=CC=C1)C(CC)CC N-methyl-2-(pentan-3-yl)pyridine